1-methylcyclopropyl (2R,5S)-4-(7-(4-fluoropyridin-2-yl)-5-(trifluoromethyl)-7H-pyrrolo[2,3-d]pyrimidin-4-yl)-2,5-dimethylpiperazine-1-carboxylate FC1=CC(=NC=C1)N1C=C(C2=C1N=CN=C2N2C[C@H](N(C[C@@H]2C)C(=O)OC2(CC2)C)C)C(F)(F)F